N-benzyl-2-chloro-7-(prop-1-en-2-yl)pyrrolo[2,1-f][1,2,4]triazin-4-amine C(C1=CC=CC=C1)NC1=NC(=NN2C1=CC=C2C(=C)C)Cl